NC1=CC=C(C(=N1)N1N=CC(=C1C(F)(F)F)C(=O)NC=1C=NC(=C(C1)Cl)N1N=CC=N1)C(F)(F)F 1-(6-amino-3-(trifluoromethyl)pyridin-2-yl)-N-(5-chloro-6-(2H-1,2,3-triazol-2-yl)pyridine-3-yl)-5-(trifluoromethyl)-1H-pyrazole-4-carboxamide